C1(=CC=C(C=C1)C1=CC2=C(OC3=C2C=C(C=C3)Br)C=C1)C1=CC=CC=C1 2-[1,1'-biphenyl]-4-yl-8-bromodibenzofuran